O[C@@H]1C[C@@H](OC2=C1C=C(C=C2)C(F)(F)F)C(=O)NC21CC(C2)(C1)N1N=CC(=C1)O[C@H](COC(F)(F)F)C (2R,4R)-4-hydroxy-N-[3-(4-{[(2S)-1-(trifluoromethoxy)propan-2-yl]oxy}-1H-pyrazol-1-yl)bicyclo[1.1.1]pentan-1-yl]-6-(trifluoromethyl)-3,4-dihydro-2H-1-benzopyran-2-carboxamide